8-n-hexyl-1-oxaspiro(4.5)decan-2-one C(CCCCC)C1CCC2(CCC(O2)=O)CC1